C(OCC)(OCOC1=C(C(=CC(=C1)CCCCC)O)C1C(CCC(=C1)C)C(=C)C)=O ethyl (((6-hydroxy-5'-methyl-4-pentyl-2'-(prop-1-en-2-yl)-1',2',3',4'-tetrahydro-[1,1'-biphenyl]-2-yl)oxy)methyl) carbonate